3-bromo-5-chloro-2-fluoroaniline hydrochloride Cl.BrC=1C(=C(N)C=C(C1)Cl)F